CC1(NC(CC(C1)C1=C(C(=C(C=C1)CCCCCCCCCCCCC)C1CC(NC(C1)(C)C)(C)C)CCCCCCCCCCCCC)(C)C)C 1,3-bis(2,2,6,6-tetramethylpiperidin-4-yl)2,4-ditridecylbenzene